ClC=1N=C(NC1[C@H]1[C@H](CN(CC1)S(=O)(=O)CCC(=O)N1CC(C1)OC)C)C1=NC=C(C=C1)F 3-[[(3R,4R)-4-[4-Chloro-2-(5-fluoro-2-pyridyl)-1H-imidazol-5-yl]-3-methyl-1-piperidyl]sulfonyl]-1-(3-methoxyazetidin-1-yl)propan-1-one